BrC1=C(C=CC=2C3=CC(=CC=C3N(C12)C1=CC=C(C=C1)C(C)(C)C)C(C)(C)C)Br 1,2-dibromo-6-tert-butyl-9-(4-tert-butylphenyl)-9H-carbazole